tert-Butyl N-[(1R)-1-[[4-[1-(benzenesulfonyl)pyrrolo[2,3-b]pyridin-4-yl]-3-(difluoromethyl)phenyl]carbamoyl]-3-methyl-butyl]carbamate C1(=CC=CC=C1)S(=O)(=O)N1C=CC=2C1=NC=CC2C2=C(C=C(C=C2)NC(=O)[C@@H](CC(C)C)NC(OC(C)(C)C)=O)C(F)F